ClC1=C2C(=CN(C2=CC=C1)C)C(=O)NC1CCC(CC1)NC1=CC=CC=2N1C=C(N2)C(F)(F)F 4-chloro-1-methyl-N-[(1s,4s)-4-{[2-(trifluoromethyl)imidazo[1,2-a]pyridin-5-yl]amino}cyclohexyl]-1H-indole-3-carboxamide